((R)-1-((S)-6-(2-cyano-4-methylpent-2-enoylamino)-2-((S)-2-isobutyrylaminopropionylamino)hexanamido)-3-methylbutyl)boronic acid C(#N)C(C(=O)NCCCC[C@@H](C(=O)N[C@@H](CC(C)C)B(O)O)NC([C@H](C)NC(C(C)C)=O)=O)=CC(C)C